di-1-adamantylphosphinoferrocene C12(CC3CC(CC(C1)C3)C2)P(C23CC1CC(CC(C2)C1)C3)[C-]3C=CC=C3.[CH-]3C=CC=C3.[Fe+2]